3-bromo-1-(3-chloropyridin-2-yl)-N-(2,4-dichloro-6-(cyclopropylcarbamoyl)phenyl)-N-methyl-1H-pyrazole-5-carboxamide BrC1=NN(C(=C1)C(=O)N(C)C1=C(C=C(C=C1C(NC1CC1)=O)Cl)Cl)C1=NC=CC=C1Cl